NC=1N=CC2=CC(=CC=C2C1C(=O)NCC1CNC1)C1=C(C=CC=C1C)Cl 3-amino-N-(azetidin-3-ylmethyl)-7-(2-chloro-6-methyl-phenyl)isoquinoline-4-carboxamide